FC(OC1=CC=C(C=C1)C=1C=C(C(N(N1)C1=CC(=CC=C1)F)=O)C(=O)N[C@H](CO)[C@@H]1COCC1)F 6-[4-(difluoromethoxy)phenyl]-2-(3-fluorophenyl)-N-{(1S)-2-hydroxy-1-[(3R)-tetrahydrofuran-3-yl]ethyl}-3-oxo-2,3-dihydropyridazine-4-carboxamide